fluorenylmethoxycarbonyl-L-glutamic acid C1(=CC=CC=2C3=CC=CC=C3CC12)COC(=O)N[C@@H](CCC(=O)O)C(=O)O